7-(amino(pyridin-3-yl)methyl)-5-methylquinolin-8-ol NC(C1=CC(=C2C=CC=NC2=C1O)C)C=1C=NC=CC1